COC1=C(C(=CC(=C1)OC)OC)C(CC(C)=O)=O 1-(2,4,6-trimethoxyphenyl)-1,3-butanedione